2-chloro-3-(chloromethyl)norbornane ClC1C2CCC(C1CCl)C2